tert-butyl (1S,4R)-5,5-difluoro-1-methyl-6-oxo-2,7-diazaspiro[3.5]nonane-2-carboxylate FC1([C@@]2(CN([C@H]2C)C(=O)OC(C)(C)C)CCNC1=O)F